2-(2-chlorophenyl)-N-[4-(2-methoxyphenoxy)-3-sulfamoylphenyl]acetamide ClC1=C(C=CC=C1)CC(=O)NC1=CC(=C(C=C1)OC1=C(C=CC=C1)OC)S(N)(=O)=O